1-((3,3-Difluoro-1-methylcyclobutyl)methyl)-4-(difluoromethyl)-N-(4-fluoro-3-(methylthio)phenyl)-3-(3-fluorobicyclo[1.1.1]pentan-1-yl)-1H-pyrazole-5-carboxamide FC1(CC(C1)(C)CN1N=C(C(=C1C(=O)NC1=CC(=C(C=C1)F)SC)C(F)F)C12CC(C1)(C2)F)F